tert-butyl N-{3-[({[2-(benzyloxy)-4-(cyclopropylmethoxy)phenyl] methyl}amino)methyl]-2-fluorophenyl}carbamate C(C1=CC=CC=C1)OC1=C(C=CC(=C1)OCC1CC1)CNCC=1C(=C(C=CC1)NC(OC(C)(C)C)=O)F